OC1([C@@H](O[C@@H]([C@H]1O)CO)N1C=NC=2C(N)=NC=NC12)O 2'-hydroxyadenosine